C(C)(C)(C)NC1CCN(CC1)C1=CC=NC2=CC=CC=C12 4-(4-tert-butylaminopiperidin-1-yl)-quinoline